ClC=1SC(=CN1)CN1C(=NC=C1)N[N+](=O)[O-] N-(1-((2-chlorothiazol-5-yl)methyl)-1H-imidazol-2-yl)nitramide